ammonium di(2-ethylhexyl) phosphate P(=O)(OCC(CCCC)CC)(OCC(CCCC)CC)[O-].[NH4+]